N-(3-(1-oxa-8-azaspiro[4.5]decan-8-yl)propyl)-5-(4-(morpholinomethyl)phenyl)thieno[3,2-b]pyridin-7-amine O1CCCC12CCN(CC2)CCCNC2=C1C(=NC(=C2)C2=CC=C(C=C2)CN2CCOCC2)C=CS1